FC=1C=C(C=CC1)[C@H]1CN(CC12CCC2)C(=O)C2=CN=CC(N2)=O (R)-6-(8-(3-fluorophenyl)-6-azaspiro[3.4]octane-6-carbonyl)pyrazin-2(1H)-one